(2R)-2-(fluoromethyl)-4-((3S)-3-(1-isopropyl-3-(2-(trifluoromethyl)pyrimidin-5-yl)-1H-pyrazol-5-yl)cyclopentyl)morpholine FC[C@H]1CN(CCO1)C1C[C@H](CC1)C1=CC(=NN1C(C)C)C=1C=NC(=NC1)C(F)(F)F